C(C)(C)(C)OC(=O)N1CCN(CC1)C1=NC=C(C=C1)[N+](=O)[O-] 4-(5-nitropyridin-2-yl)piperazine-1-carboxylic acid tert-butyl ester